5-[4-(azetidin-3-yl)phenyl]-1-(2,2-dimethylpropyl)triazole trifluoroacetate FC(C(=O)O)(F)F.N1CC(C1)C1=CC=C(C=C1)C1=CN=NN1CC(C)(C)C